OC1(CC(C1)C(=O)N1CC2(C1)CC(C2)CC2=C(C(=CC=C2)C(F)(F)F)C(C)C)C ((1s,3s)-3-hydroxy-3-methylcyclobutyl)(6-(2-isopropyl-3-(trifluoromethyl)benzyl)-2-azaspiro[3.3]hept-2-yl)methanone